C(C#C)(=O)C1(CCC1)NC(OC(C)(C)C)=O tert-Butyl N-(1-prop-2-ynoylcyclobutyl)carbamate